(3E)-10,10-dihexyloxy-3-decen-1-ol C(CCCCC)OC(CCCCC/C=C/CCO)OCCCCCC